O1CCC2=C1C(=CC=C2)C=O 2,3-Dihydrobenzofuran-7-carbaldehyde